BrC1=NC(=CC(=C1)[C@@H]1CN(C[C@H](O1)CO)C(=O)OC(C)(C)C)Cl Trans-tert-butyl 2-(2-bromo-6-chloro-pyridin-4-yl)-6-(hydroxymethyl)morpholine-4-carboxylate